C(CC=C)C1(NC(N(C(C1)=O)CC=1C=C(C(=O)O)C=CC1)=NC(=O)OC(C)(C)C)CC 3-((4-(but-3-en-1-yl)-2-((tert-butoxycarbonyl)imino)-4-ethyl-6-oxotetrahydropyrimidin-1(2H)-yl)methyl)benzoic acid